CCC(=O)OP(=O)(O)O The molecule is the phosphate ester of propanoic acid. It has a role as an Escherichia coli metabolite. It derives from a propionic acid. It is a conjugate acid of a propanoyl phosphate(2-).